tert-butyl 6-(3-cyano-4-(2-fluorophenyl)-7-(1-methylpiperidin-3-yl)-5,6,7,8-tetrahydro-1,7-naphthyridin-2-yl)-2,6-diazaspiro[3.4]octane-2-carboxylate C(#N)C=1C(=NC=2CN(CCC2C1C1=C(C=CC=C1)F)C1CN(CCC1)C)N1CC2(CN(C2)C(=O)OC(C)(C)C)CC1